6-[7-(2-methoxy-ethoxy)-imidazo[1,2-a]pyridin-3-yl]-pyrimidin COCCOC1=CC=2N(C=C1)C(=CN2)C2=CC=NC=N2